ethyl (S)-3-(3-(4-hydroxy-1-methyl-2-oxo-1,2-dihydropyridin-3-yl)ureido)-3-(5-(3-(trifluoromethoxy)phenyl)thiophen-2-yl)propanoate OC1=C(C(N(C=C1)C)=O)NC(N[C@@H](CC(=O)OCC)C=1SC(=CC1)C1=CC(=CC=C1)OC(F)(F)F)=O